BrC1=NC=CC(=C1)N1C(C2=CC(=C(C=C2C(=N1)C1=CC=C(C=C1)Cl)C)C)=O 2-(2-bromopyridin-4-yl)-4-(4-chlorophenyl)-6,7-dimethylphthalazin-1(2H)-one